2-(thiazol-5-yl)phenol S1C=NC=C1C1=C(C=CC=C1)O